CN(CCC[Si](C1=C(C=C)C=CC=C1)(C)C)C 2-[(3-dimethylaminopropyl)dimethylsilyl]styrene